ClC(C(=O)N)C1=CC=C(C=C1)Cl 2-chloro-2-(4-chlorophenyl)acetamide